N1(CCN(CC1)CCN(CCCCCCC(C(=O)[O-])(CCCCCCCCCC)CCCCCCCC)CCCCCCC(C(=O)[O-])(CCCCCCCCCC)CCCCCCCC)CCN(CCCCCCC(C(=O)[O-])(CCCCCCCCCC)CCCCCCCC)CCCCCCC(C(=O)[O-])(CCCCCCCCCC)CCCCCCCC ((piperazine-1,4-diylbis(ethane-2,1-diyl))bis(azanetriyl))tetrakis(hexane-6,1-diyl)tetrakis(2-octyldodecanoate)